5-(4-((3-ethyl-5-fluoro-2,4-dioxo-1,2,3,4-tetrahydroquinazolin-7-yl)methyl)piperazin-1-yl)-6-fluoro-N-methylpyridinecarboxamide C(C)N1C(NC2=CC(=CC(=C2C1=O)F)CN1CCN(CC1)C=1C=CC(=NC1F)C(=O)NC)=O